BrC1=CC=C(C=C1)C=1N=C2N(C=CC=C2)C1CN1CC2C(C1)CN(C2)C(=O)C2=CC(=CC=C2)OC [5-{[2-(4-Bromophenyl)imidazo[1,2-a]pyridin-3-yl]methyl}hexahydropyrrolo[3,4-c]pyrrol-2(1H)-yl](3-methoxyphenyl)methanone